CC1=C(C=CC(=C1)C)S(=O)(=O)C1=NNN2C1=NC(C1=CC=C(C=C21)N2CCOC1(C2)CCNCC1)=O 3-(2,4-dimethylbenzenesulfonyl)-8-{1-oxa-4,9-diazaspiro[5.5]undecan-4-yl}-1H,5H-[1,2,3]triazolo[1,5-a]quinazolin-5-one